4-hydroxy-phenyl-amine OC1=CC=C(C=C1)N